C1(CC1)C1=CC=C(C=C1)\C=C/1\C(=C(C2=CC(=CC=C12)F)CC(=O)O)C 2-[(1Z)-1-[(4-cyclopropylphenyl)methylidene]-5-fluoro-2-methyl-1H-inden-3-yl]acetic acid